2-methyl-3-benzoyloxy-4H-pyrido[1,2-a]pyrimidin-4-one CC=1N=C2N(C(C1OC(C1=CC=CC=C1)=O)=O)C=CC=C2